ClC=1C=2N(C=CN1)N=CC2 4-chloropyrazolo[1,5-a]pyrazine